C1(CCC1)N1[C@@H]2CN([C@H](C1)C2)C2=CN=C(S2)C2=NNC(=C2C(C)C)C=2C=C(C=1N(C2)N=CN1)OC 5-((1S,4S)-5-cyclobutyl-2,5-diazabicyclo[2.2.1]heptan-2-yl)-2-(4-isopropyl-5-(8-methoxy-[1,2,4]triazolo[1,5-a]pyridin-6-yl)-1H-pyrazol-3-yl)thiazole